(S,E)-Methyl-7-(1-(2-(1-adamantylamino)-2-oxoethyl)-2-oxo-1,2-dihydropyridin-3-ylamino)-6-(3-methylbenzofuran-2-carboxamido)-7-oxohept-2-enoat COC(\C=C\CC[C@@H](C(=O)NC=1C(N(C=CC1)CC(=O)NC12CC3CC(CC(C1)C3)C2)=O)NC(=O)C=2OC3=C(C2C)C=CC=C3)=O